C(C)OC(O)=O.C1(OC(C(C=C)O1)C)=O 1-methyl-2-vinylethylene carbonate Ethyl-carbonate